N-(4-(4-(((1-cyanocyclopropyl)methyl)sulfonylamino)-2-methylphenyl)-1H-pyrrolo[2,3-b]pyridin-6-yl)cyclopropylcarboxamide C(#N)C1(CC1)CS(=O)(=O)NC1=CC(=C(C=C1)C1=C2C(=NC(=C1)NC(=O)C1CC1)NC=C2)C